4-(1-((R)-4-((4'-carbamoyl-2'-methyl-[1,1'-biphenyl]-3-yl)methyl)morpholine-3-carboxamido)ethyl)-2,6-difluorobenzoic acid C(N)(=O)C1=CC(=C(C=C1)C1=CC(=CC=C1)CN1[C@H](COCC1)C(=O)NC(C)C1=CC(=C(C(=O)O)C(=C1)F)F)C